C1(CC1)C(=O)C1=C(N=C(S1)C1=CC=C(C=C1)OCC)C(=O)OC(C)(C)C tert-Butyl 5-(cyclopropanecarbonyl)-2-(4-ethoxyphenyl)thiazole-4-carboxylate